5-{1-fluoro-3-hydroxy-7-[(1E)-4-methylpent-1-en-1-yl]naphthalen-2-yl}-1λ6,2,5-thiadiazolidine-1,1,3-trione FC1=C(C(=CC2=CC=C(C=C12)\C=C\CC(C)C)O)N1CC(NS1(=O)=O)=O